methyl (S)-3-(9-((4-(((tert-butoxycarbonyl)amino)methyl)phenyl)carbamoyl)-5-methyl-4,5-dihydrobenzo[b]thieno[2,3-d]oxepin-8-yl)-6-(propylcarbamoyl)picolinate C(C)(C)(C)OC(=O)NCC1=CC=C(C=C1)NC(=O)C1=CC2=C(O[C@H](CC3=C2SC=C3)C)C=C1C=1C(=NC(=CC1)C(NCCC)=O)C(=O)OC